tert-Butyl 3-(4-(hydroxymethyl)pyrimidin-2-yl)-2,5-dihydro-1H-pyrrole-1-carboxylate OCC1=NC(=NC=C1)C=1CN(CC1)C(=O)OC(C)(C)C